C[C@H]1N(CC(N(C1)C)=O)CCOC1=CC=C(C=C1)C1=NC2=CC=C(C=C2C=C1)C=1C2=C(C(N(C1)C)=O)NC=C2 (R)-4-{2-[4-(2-(2,4-dimethyl-5-oxopiperazin-1-yl)ethoxy)phenyl]quinolin-6-yl}-6-methyl-1H-pyrrolo[2,3-c]pyridin-7(6H)-one